CC(CNC(OC(C)(C)C)=O)CNC1=NC=C(C=N1)SC tert-butyl (2-methyl-3-((5-(methylthio)pyrimidin-2-yl)amino)propyl)carbamate